1-(1-(cyclopropanecarbonyl)azetidin-3-yl)-N-((5-phenyl-1,3,4-thiadiazol-2-yl)methyl)-1H-1,2,3-triazole-4-carboxamide C1(CC1)C(=O)N1CC(C1)N1N=NC(=C1)C(=O)NCC=1SC(=NN1)C1=CC=CC=C1